(1,4-diazacycloheptan-1-ylcarbonyl)-N-(2-fluoro-4-iodophenyl)thieno[2,3-b]pyridin-2-amine N1(CCNCCC1)C(=O)C1=C(SC2=NC=CC=C21)NC2=C(C=C(C=C2)I)F